COC=1C(=CC=2CCN3C(C2C1)CC=1C=CC=C(C1C3)OC)OC 2,3,9-trimethoxy-5,6,7,8,13,13a-hexahydroisoquinolino[3,2-a]isoquinoline